2-chloro-7-methoxy-3-[(E)-2-nitrovinyl]quinoline Lithium silicate [Si]([O-])([O-])([O-])[O-].[Li+].ClC1=NC2=CC(=CC=C2C=C1\C=C\[N+](=O)[O-])OC.[Li+].[Li+].[Li+]